OCC[C@H]1C[C@@H](CC1)O |o1:3,5| (1R*,3S*)-3-(2-Hydroxyethyl)cyclopentan-1-ol